C(C(C)C)(=O)OCCN1N=CC(=C1)C1=CC(=CC(=C1)C=1C=NN(C1)C)[C@@H](C)NC(C1=C(C=CC(=C1)OCCN(C)C)C)=O (R)-2-(4-(3-(1-(5-(2-(dimethylamino)ethoxy)-2-methylbenzamido)ethyl)-5-(1-methyl-1H-pyrazol-4-yl)phenyl)-1H-pyrazol-1-yl)ethyl isobutyrate